FC1=CC2=C(N=CS2)C=C1NC=1C2=C(N=CC1)SC(=C2)C2C(NCCC2)C N-(6-fluoro-1,3-benzothiazol-5-yl)-2-(2-methyl-3-piperidinyl)thieno[2,3-b]pyridin-4-amine